2-((((benzyloxy)carbonyl)amino)methyl)-1,3-dioxane-5-carboxylic acid C(C1=CC=CC=C1)OC(=O)NCC1OCC(CO1)C(=O)O